(S)-5-((1H-indol-3-yl)methyl)-2-thioxoimidazolidin-4-one N1C=C(C2=CC=CC=C12)C[C@H]1C(NC(N1)=S)=O